[Ca+2].C(C)(C)(C)C=1C=C(CP([O-])([O-])OCC)C=C(C1O)C(C)(C)C.C(C)(C)(C)C=1C=C(CP([O-])([O-])OCC)C=C(C1O)C(C)(C)C.[Ca+2] bis[3,5-di-tert-butyl-4-hydroxybenzyl (ethoxy) phosphonite] calcium